C1=CC=CC=2C3=CC=CC=C3NC12.C1=CC=CC=2C3=CC=CC=C3NC12.C1=CC=CC=2C3=CC=CC=C3NC12.[Sm] samarium tricarbazole